ClC1=C(C(=NC=C1)C#N)C(C)OC1CCOCC1 chloro-3-(1-((tetrahydro-2H-pyran-4-yl)oxy)ethyl)picolinonitrile